Phenyl-bis(2,4,6-trimethylbenzoyl)-phosphin oxid C1(=CC=CC=C1)P(C(C1=C(C=C(C=C1C)C)C)=O)(C(C1=C(C=C(C=C1C)C)C)=O)=O